N-(2,6-dichlorophenyl)-7-[(3R,4R)-3,4-dihydroxypyrrolidin-1-yl]-6-fluoro-4-oxo-1-(2,4,6-trifluorophenyl)-1,4-dihydro-1,8-naphthyridine-3-carboxamide ClC1=C(C(=CC=C1)Cl)NC(=O)C1=CN(C2=NC(=C(C=C2C1=O)F)N1C[C@H]([C@@H](C1)O)O)C1=C(C=C(C=C1F)F)F